COC(=O)C1(CC(C1)COCC)C1=C(C=NC2=CC(=C(C=C12)Br)F)[N+](=O)[O-] 1-(6-bromo-7-fluoro-3-nitroquinolin-4-yl)-3-(ethoxymethyl)cyclobutane-1-carboxylic acid methyl ester